C(C)(=O)OCCCCCCCC.C(C)(=O)OCCCCCCCC.[Sn] tin dioctyl diacetate